CC=1C(=C(C=C(C1)C(F)(F)F)O)C=1N=NC(=CC1)CNC1=NC=CC=C1 3-Methyl-2-(6-{[(pyridin-2-yl)amino]methyl}pyridazin-3-yl)-5-(trifluoromethyl)phenol